(8R)-13-(2,6-dimethylphenyl)-6-(propan-2-yl)-10-oxa-17λ6-thia-3,6,14,16,23-pentaazatetracyclo[16.3.1.111,15.03,8]tricosa-1(21),11,13,15(23),18(22),19-hexaene-2,17,17-trione CC1=C(C(=CC=C1)C)C=1C=C2OC[C@H]3CN(CCN3C(C3=CC=CC(S(NC(N1)=N2)(=O)=O)=C3)=O)C(C)C